tert-butyl (1-oxo-1-(4-((4-(1-propyl-1H-pyrazol-4-yl)-7H-pyrrolo[2,3-d]pyrimidin-2-yl)amino)phenyl)-5,8,11,14,17,20,23-heptaoxa-2-azapentacosan-25-yl)carbamate O=C(NCCOCCOCCOCCOCCOCCOCCOCCNC(OC(C)(C)C)=O)C1=CC=C(C=C1)NC=1N=C(C2=C(N1)NC=C2)C=2C=NN(C2)CCC